C1=CC=CC=2C3=CC=CC=C3N(C12)C=1C(=C(C(=C(C1N1C2=CC=CC=C2C=2C=CC=CC12)N1C2=CC=CC=C2C=2C=CC=CC12)C1=CC(=NC(=C1)C1=CC=CC=C1)C1=CC=CC=C1)C1=CC=C(C=C1)N1C2=CC=C(C=C2C=2C=C(C=CC12)C#N)C#N)C#N 9-(3',4',5'-tri(9H-carbazol-9-yl)-2'-cyano-6'-(2,6-diphenylpyridin-4-yl)-[1,1'-biphenyl]-4-yl)-9H-carbazole-3,6-dicarbonitrile